C(C1=CC=CC=C1)OCC(F)C1(CN(CCC1)C(=O)OC(C)(C)C)[N+](=O)[O-] tert-butyl 3-(2-(benzyloxy)-1-fluoroethyl)-3-nitropiperidine-1-carboxylate